(4-fluorophenyl)-4-methoxy-1-(2-morpholinoethyl)-2-oxo-1,2-dihydro-1,8-naphthyridine-3-carboxylic acid FC1=CC=C(C=C1)C1=C2C(=C(C(N(C2=NC=C1)CCN1CCOCC1)=O)C(=O)O)OC